C1(CC1)C1=CC=C(OC2=C(N=NN2)C(=O)O)C=C1 5-(4-cyclopropylphenoxy)-1H-1,2,3-triazole-4-carboxylic acid